C1(CC12CCNCC2)C2=NC1=C(N2)C=C(C=C1)C(=O)[O-] 2-(6-azaspiro[2.5]-oct-1-yl)-1H-benzo[d]imidazole-6-carboxylate